[(1S)-1-(4-bromo-2-methylphenyl)-2,2,2-trifluoroethyl](methyl)amine hydrochloride Cl.BrC1=CC(=C(C=C1)[C@@H](C(F)(F)F)NC)C